(5-(6-methoxypyrazolo[1,5-a]pyridin-2-yl)-8-(methylamino)-2,7-naphthyridin-3-yl)cyclopropanecarboxamide COC=1C=CC=2N(C1)N=C(C2)C2=C1C=C(N=CC1=C(N=C2)NC)C2(CC2)C(=O)N